17-chloro-4,6,8,10,12,14-hexamethylheptadecylhexoxymethyl ether ClCCCC(CC(CC(CC(CC(CC(CCCC(OCCCCCC)OC(CCCC(CC(CC(CC(CC(CC(CCCCl)C)C)C)C)C)C)OCCCCCC)C)C)C)C)C)C